(2S,11aS)-8-hydroxy-7-methoxy-2-(trifluoromethyl)-1,2,3,10,11,11a-hexahydro-5H-benzo[e]pyrrolo[1,2-a][1,4]diazepin-5-one OC=1C(=CC2=C(NC[C@H]3N(C2=O)C[C@H](C3)C(F)(F)F)C1)OC